C(/C1=CC=CC=C1)=C(\C(=O)O)/CCC1=CC=CC=C1 (E)-2-benzylidene-4-phenylbutyric acid